C#CCN1CCNCC1 prop-2-ynylpiperazine